1-(5-Benzylpyrimidin-2-yl)-N2-(6-(1-methyl-1H-pyrazol-4-yl)pyrazolo[1,5-a]pyridin-3-yl)ethane-1,2-diamine C(C1=CC=CC=C1)C=1C=NC(=NC1)C(CNC=1C=NN2C1C=CC(=C2)C=2C=NN(C2)C)N